FC1(COC1)CC1=C(C=CC(=C1)C)S(=O)(=O)OC1(O[C@@H]([C@H]([C@@H]([C@H]1OCC1=CC=CC=C1)OCC1=CC=CC=C1)OCC1=CC=CC=C1)COCC1=CC=CC=C1)C1=CC(=C(C=C1)Cl)CC1=CC=C(C=C1)OCC (3R,4S,5R,6R)-3,4,5-tris(benzyloxy)-6-((benzyloxy)methyl)-2-(4-chloro-3-(4-ethoxybenzyl)phenyl)tetrahydro-2H-pyran-2-ol (3-fluorooxetan-3-yl)methyl-4-methylbenzenesulfonate